(6-Ethoxy-pyridazin-3-yl)-[4-fluoro-3-(7-morpholin-4-yl-quinazolin-4-yl)-phenyl]methanol C(C)OC1=CC=C(N=N1)C(O)C1=CC(=C(C=C1)F)C1=NC=NC2=CC(=CC=C12)N1CCOCC1